2-(2-(4-(pyrrolidine-1-yl)benzylidene)hydrazino)-4-methyl-5-(1-(guanidinoimino)ethyl)-thiazole N1(CCCC1)C1=CC=C(C=NNC=2SC(=C(N2)C)C(C)=NNC(=N)N)C=C1